(2R,4R)-2-(5-(3-cyclopropyl-1-((R)-1,1-dimethylethylsulfinamido)-1-(pyridin-4-yl)propyl)-2-fluorophenylcarbamoyl)-4-methoxypyrrolidine-1-carboxylic acid tert-butyl ester C(C)(C)(C)OC(=O)N1[C@H](C[C@H](C1)OC)C(NC1=C(C=CC(=C1)C(CCC1CC1)(C1=CC=NC=C1)N[S@](=O)C(C)(C)C)F)=O